C(#N)[C@H]1C[C@@H](NC1)C(=O)N(C1=CC=C(C=C1)S(F)(F)(F)(F)F)C(C(=O)NC1CCC(CC1)(F)F)C=1C=NC=C(C1)F (2R,4S)-4-cyano-N-[2-[(4,4-difluorocyclohexyl)amino]-1-(5-fluoro-3-pyridyl)-2-oxo-ethyl]-N-[4-(pentafluoro-λ6-sulfanyl)phenyl]pyrrolidine-2-carboxamide